FC(C=1C=C(C=CC1F)N1C(=NOC1)C1=NON=C1[N+](=O)[O-])F 4-(3-difluoromethyl-4-fluorophenyl)-3-(4-nitro-1,2,5-oxadiazole-3-yl)-1,2,4-oxadiazole